exo-5-fluoro-N-(2-phenylethyl)-1a,6b-dihydro-1H-cyclopropa[b][1]benzofuran-1-carboxamide FC=1C=CC2=C(C3C(O2)C3C(=O)NCCC3=CC=CC=C3)C1